ClC=1C=C(C=CC1)[C@@H](C)N1N=CC(=C1)C(=O)[O-] |r| rac-1-(1-(3-chlorophenyl)ethyl)-1H-pyrazole-4-carboxylate